5-chloro-N-(2-fluoro-3-(7-fluoro-3-(1H-imidazol-2-yl)-1H-pyrazolo[4,3-c]pyridin-6-yl)phenyl)-2-methoxy-pyridine-3-sulfonamide ClC=1C=C(C(=NC1)OC)S(=O)(=O)NC1=C(C(=CC=C1)C1=C(C2=C(C=N1)C(=NN2)C=2NC=CN2)F)F